(R)-6-((tert-butyldimethylsilyl)oxy)-6,7-dihydro-5H-pyrazolo[5,1-b][1,3]oxazine [Si](C)(C)(C(C)(C)C)O[C@@H]1CN2C(OC1)=CC=N2